CC1(N(C(CC(C1)OC(CCCCCCCCC(=O)OC1CC(N(C(C1)(C)C)OCCCCCCCC)(C)C)=O)(C)C)OCCCCCCCC)C decanedioic acid bis-(2,2,6,6-tetramethyl-1-(octyloxy)-4-piperidinyl) ester